3-amino-4-(7-fluoro-1H-indazol-4-yl)-6-[(2R)-1,1,1-trifluoropropan-2-yl]oxy-1H-1,7-phenanthrolin-2-one NC=1C(NC2=C3C=CC=NC3=C(C=C2C1C1=C2C=NNC2=C(C=C1)F)O[C@@H](C(F)(F)F)C)=O